cis-N-(3-(5-fluoropyrimidin-2-yl)-4-methylphenyl)-3-methyl-6-azabicyclo[3.1.1]heptane-6-carboxamide FC=1C=NC(=NC1)C=1C=C(C=CC1C)NC(=O)N1C2CC(CC1C2)C